butyl 4-(((2R)-2-(3-(cyclopropylamino)-4-(methoxycarbonyl)phenyl)-4-(3,3,3-trifluoropropyl)piperazin-1-yl)methyl)-5-methoxy-7-methylindole-1-carboxylate C1(CC1)NC=1C=C(C=CC1C(=O)OC)[C@H]1N(CCN(C1)CCC(F)(F)F)CC1=C2C=CN(C2=C(C=C1OC)C)C(=O)OCCCC